(R)-(1-benzylpiperidin-3-yl) carbamate C(N)(O[C@H]1CN(CCC1)CC1=CC=CC=C1)=O